C1(=CC=C(C=C1)S(=O)(=O)CCC=C)C but-3-en-1-yl (p-tolyl) sulfone